N-acrylamidoglutamine INDOLE-3-PYRUVATE N1C=C(C2=CC=CC=C12)CC(C(=O)O)=O.C(C=C)(=O)NN[C@@H](CCC(N)=O)C(=O)O